C(C)(C)(C)OC(=O)NC=1SC2=C(C1C#N)C(=CC=C2F)C2=C1C(=C3C=CC(=NC3=C2Cl)OC[C@H]2N(CCC2)C(=O)OC(C)(C)C)COC1 tert-Butyl (2S)-2-[[4-[2-(tert-butoxycarbonylamino)-3-cyano-7-fluoro-benzothiophen-4-yl]-5-chloro-1,3-dihydrofuro[3,4-f]quinolin-7-yl]oxymethyl]pyrrolidine-1-carboxylate